C[SiH](C)C[Ti](C)(C1(C(=C(C(=C1)C)C)C)C)NC(C)(C)C dimethylsilyl-(N-tert-butylamino)(tetramethyl-cyclopentadienyl)dimethyl-titanium